N-[6-(2-hydroxyethoxy)benzothiazol-2-yl]Benzamide OCCOC1=CC2=C(N=C(S2)NC(C2=CC=CC=C2)=O)C=C1